2-OXOQUINAZOLINE O=C1NC2=CC=CC=C2C=N1